CC=1OC(=CC1C(=O)N/N=C(\C)/C1=CC2=CC=CC=C2C=C1)C (E)-2,5-dimethyl-N'-(1-(naphthalen-2-yl)ethylidene)furan-3-carbohydrazide